CC1=CC2=C(C(N3[C@@H](CO2)C[C@@H](C3)OC3=CC=C2CCC(NC2=C3)=O)=O)C(=C1)O[C@@H](C(F)(F)F)C (2S,11aR)-8-methyl-2-((2-oxo-1,2,3,4-tetrahydroquinolin-7-yl)oxy)-6-(((R)-1,1,1-trifluoropropan-2-yl)oxy)-2,3,11,11a-tetrahydro-1H,5H-benzo[f]pyrrolo[2,1-c][1,4]oxazepine-5-On